C(#N)C1=C(C(=C(C(=O)NC2=C(C=C(C=C2Cl)C(C(C(F)(F)F)(F)F)(C(F)(F)F)F)Cl)C=C1)F)NC(C1=C(C=C(C=C1)C#N)C)=O 4-cyano-3-[(4-cyano-2-methyl-benzoyl)amino]-N-[2,6-dichloro-4-[1,2,2,3,3,3-hexafluoro-1-(trifluoromethyl)-propyl]phenyl]-2-fluorobenzamide